OC1(C(NC2=C1C=CN=C2)=O)C2=CC(=CC=C2)B2OC(C(O2)(C)C)(C)C 3-Hydroxy-3-(3-(4,4,5,5-tetramethyl-1,3,2-dioxaborolan-2-yl)phenyl)-1H-pyrrolo[3,2-d]pyridin-2(3H)-one